5-acetylamino-N-(5-chloro-4-(5-cyano-2,2-dimethyl-2,3-dihydro-1H-pyrrolizin-7-yl)pyridin-2-yl)octahydropentalene-2-carboxamide C(C)(=O)NC1CC2CC(CC2C1)C(=O)NC1=NC=C(C(=C1)C=1C=C(N2CC(CC12)(C)C)C#N)Cl